C1=CC=CC=2C=CC=3C=C4C=CC5=C(C4=NC3C21)C=CC=C5 dibenzo[c,H]acridine